N1=CC=CC=C1.ClC1=CC=C(C=C1)S(=O)O p-chlorobenzenesulfinic acid pyridine salt